3-(trans-4-(2-(4-(2-Methoxyphenyl)piperazin-1-yl)ethyl)cyclohexyl)-1,1-dimethylurea COC1=C(C=CC=C1)N1CCN(CC1)CC[C@@H]1CC[C@H](CC1)NC(N(C)C)=O